(1R,4s)-4-(8-(2,4-dichloro-6-fluorophenylamino)-2-((S)-1-hydroxypropan-2-ylamino)-9H-purin-9-yl)cyclohexanecarboxamide ClC1=C(C(=CC(=C1)Cl)F)NC=1N(C2=NC(=NC=C2N1)N[C@H](CO)C)C1CCC(CC1)C(=O)N